N-cyclohexyl-N-methyl-2-(methyl((1-methyl-4-oxo-4,5-dihydro-1H-pyrazolo[3,4-d]pyrimidin-6-yl)methyl)amino)acetamide C1(CCCCC1)N(C(CN(CC=1NC(C2=C(N1)N(N=C2)C)=O)C)=O)C